C(C=C)(=O)N1CC(C1)(F)CN1C2=C(N(C(C1=O)=O)C=1C(=NC=CC1C)C(C)C)N=C(C(=C2)Cl)C=2C(=CC=C1C=NNC21)C 1-((1-acryloyl-3-fluoroazetidin-3-yl)methyl)-7-chloro-4-(2-isopropyl-4-methylpyridin-3-yl)-6-(6-methyl-1H-indazol-7-yl)-1,4-dihydropyrido[2,3-b]pyrazine-2,3-dione